1-ethyl-1H-pyrazol-5-yl-1,3-dimethyl-1H-pyrazol-4-carboxylat C(C)N1N=CC=C1C1=C(C(=NN1C)C)C(=O)[O-]